5-(2-fluoro-8-methyl-7,8-dihydro-6H-cyclopenta[e]pyrazolo[1,5-a]pyrimidin-8-yl)thiazole FC1=NN2C(N=CC3=C2C(CC3)(C)C3=CN=CS3)=C1